C1(CC1)C1=C(C=CC(=C1)N1CCN(CC1)C)NC1=NC=C(C(=N1)NCCCN1CCOCCC1=O)C(F)(F)F 4-(3-((2-((2-cyclopropyl-4-(4-methylpiperazin-1-yl)phenyl)amino)-5-(trifluoromethyl)pyrimidin-4-yl)amino)propyl)-1,4-oxazepan-5-one